C12(CC3CC(CC(C1)C3)C2)NC(CN2C(C(=CC=C2)NC([C@H](CC/C=C/C(=O)OC)NC(=O)C=2OC3=C(C2C)C=CC=C3)=O)=O)=O (S,E)-methyl 7-(1-(2-(1-adamantylamino)-2-oxoethyl)-2-oxo-1,2-dihydropyridin-3-ylamino)-6-(3-methylbenzofuran-2-carboxamido)-7-oxohept-2-enoate